C(C)C1=NC2=CC=C(C=C2C=C1)C=1C=C(C=CC1)O 3-(2-ethyl-6-quinolyl)-phenol